cis-N1-(5-(imidazo[1,2-a]pyridin-6-yl)pyrrolo[2,1-f][1,2,4]triazin-2-yl)-N3,N3-dimethylcyclobutane-1,3-diamine N=1C=CN2C1C=CC(=C2)C=2C=CN1N=C(N=CC12)N[C@@H]1C[C@@H](C1)N(C)C